C(C)OP(=O)(OCC)C(C(=O)O)F 2-Diethoxyphosphoryl-2-fluoro-acetic acid